(±)-2-amino-N-(3,4-dichlorophenyl)-6,7,8,9-tetrahydro-5H-5,8-epiminobenzo[7]annulene-10-carboxamide NC=1C=CC2=C(CC3CCC2N3C(=O)NC3=CC(=C(C=C3)Cl)Cl)C1